ClC1=CC2=C(NC(=N2)NC2=CC=C3C(=CNC3=C2)F)C=C1Cl 5,6-dichloro-N-(3-fluoro-1H-indol-6-yl)-1H-1,3-benzodiazole-2-amine